FC=1C=C(C=CC1C(=O)O)C1=CC(=C(C=C1)C)C 3-fluoro-3',4'-dimethyl-[1,1'-biphenyl]-4-carboxylic acid